3,3-dimethoxybenzidine COC1(CC(=CC=C1N)C1=CC=C(N)C=C1)OC